CC1=CC=C(C=C1)C1(CN1N1CC1)C(F)(F)F 3-(4-methylphenyl)-3-(trifluoromethyl)biaziridine